CC1=CC2=C([Se]NS2(=O)C2=CC(=CC=C2)C)C=C1 6-methyl-1-m-methylphenylbenzo[d][1,3,2]thiaselenazol-1-one